[NH4+].[N+](=O)([O-])N(O)C1=CC=CC2=CC=CC=C12 N-nitro-N-(1-naphthyl)hydroxylamine ammonium salt